iron aluminum boron [B].[Al].[Fe]